6-(3,4-difluorophenyl)-3-methyl-2,3,4,5-tetrahydropyridine FC=1C=C(C=CC1F)C=1CCC(CN1)C